8-(4-fluoro-3-methylphenyl)-4-((4-methoxyphenyl)sulfonyl)-3,4-dihydro-2H-pyrido[4,3-b][1,4]-thiazine FC1=C(C=C(C=C1)C1=CN=CC2=C1SCCN2S(=O)(=O)C2=CC=C(C=C2)OC)C